S1C(=NC2=C1C=CC=C2)NC2=C(C=C(N=N2)N(C=2SC=C(N2)C(=O)O)CC(CO)N2CCOCC2)C 2-[[6-(1,3-Benzothiazol-2-ylamino)-5-methyl-pyridazin-3-yl]-(3-hydroxy-2-morpholino-propyl)amino]thiazole-4-carboxylic acid